ClCCC1(OC2=C3C(=C(C=C2CC1)O)C1CCC3C1)C (2-Chloro-ethyl)-2-methyl-3,4,7,8,9,10-hexahydro-7,10-methano-2H-benzo[h]chromen-6-ol